C(C)NC=1C2=C(N=C(N1)NC1=CC=C(C=3OCCOC31)S(=O)(=O)N3CCC(CC3)N3CCOCC3)NC=C2C(F)(F)F N4-ethyl-N2-(8-((4-morpholinopiperidin-1-yl)sulfonyl)-2,3-dihydrobenzo[b][1,4]dioxin-5-yl)-5-(trifluoromethyl)-7H-pyrrolo[2,3-d]pyrimidine-2,4-diamine